[Na+].O=C(C(=O)[O-])CCC(=O)O ketoglutarate monosodium